ethyl 1-acetyl-3-(oxetan-3-yloxy)-1H-pyrazole-4-carboxylate C(C)(=O)N1N=C(C(=C1)C(=O)OCC)OC1COC1